N-[(2,4-dimethoxy-phenyl)methyl]-5-ethyl-pyridazin-3-amine COC1=C(C=CC(=C1)OC)CNC=1N=NC=C(C1)CC